OC(COC1=C(C=C(C=O)C=C1)OC)COC1=C(C=C(C=O)C=C1)OC 4,4'-(2-hydroxypropane-1,3-diyl)-bis(oxy)-bis(3-methoxybenzaldehyde)